4-({3-[8-bromo-3-(2,2,2-trifluoroethyl)imidazo[1,2-a]pyridin-2-yl]prop-2-yn-1-yl}amino)-3-methoxy-N-methylbenzamide BrC=1C=2N(C=CC1)C(=C(N2)C#CCNC2=C(C=C(C(=O)NC)C=C2)OC)CC(F)(F)F